(E)-N-(2-((3-bromo-4-(pyridin-2-ylmethoxy)phenyl)amino)benzothiazol-6-yl)-(morpholin-4-yl)butylbut-2-enamide BrC=1C=C(C=CC1OCC1=NC=CC=C1)NC=1SC2=C(N1)C=CC(=C2)NC(\C(=C\C)\CCCCN2CCOCC2)=O